CS(=O)(=O)C1=NC=C(C(=N1)C1=CN(C=C1)S(=O)(=O)C1=CC=CC=C1)C(F)(F)F 3-(2-methanesulfonyl-5-trifluoromethylpyrimidin-4-yl)-1-benzenesulfonyl-1H-pyrrole